CC1=CN=C(S1)C=1C=C(C(=O)N[C@@H](C)C=2C=NC(=NC2)C(F)(F)F)C=C(C1)OC1CCN(CC1)CC(F)(F)F 3-(5-methyl-1,3-thiazol-2-yl)-5-{[1-(2,2,2-trifluoroethyl)piperidin-4-yl]oxy}-N-{(1S)-1-[2-(trifluoromethyl)pyrimidin-5-yl]ethyl}benzamide